OC1(CC(C1)NNC(=O)OC(C)(C)C)C tert-butyl 2-((1r,3r)-3-hydroxy-3-methylcyclobutyl)hydrazine-1-carboxylate